ClC1=CC=C(C(=N1)C)C1=NN=C2COCCN21 3-(6-chloro-2-methylpyridin-3-yl)-5,6-dihydro-8H-[1,2,4]triazolo[3,4-c][1,4]oxazine